sodium 4-{(S)-2-[(S)-2-(methoxy-carbonylamino)-3-phenylpropanamido]-2-[2-(thiophen-2-yl)thiazol-4-yl]ethyl}phenyl-sulfamate COC(=O)N[C@H](C(=O)N[C@@H](CC1=CC=C(C=C1)NS([O-])(=O)=O)C=1N=C(SC1)C=1SC=CC1)CC1=CC=CC=C1.[Na+]